Z-indazole-6-carboxamide N1N=CC2=CC=C(C=C12)C(=O)N